FC1(CN(C1)C(=O)C=1N=NC(=C(C1)C)N1CC=2C=C(C=NC2CC1)CC(F)(F)F)F (3,3-difluoroazetidin-1-yl)(5-methyl-6-(3-(2,2,2-trifluoroethyl)-7,8-dihydro-1,6-naphthyridin-6(5H)-yl)pyridazin-3-yl)methanone